C1(CC1)NC(C(C1=CC=C(C=C1)C1=NOC(=N1)C(F)(F)F)OC)=O N-cyclopropyl-2-methoxy-2-[4-[5-(trifluoromethyl)-1,2,4-oxadiazol-3-yl]phenyl]acetamide